C(C)OC(=O)C=1C(=NC2=CC=CN=C2C1)C1=C(C=CC=C1)OC 2-(2-methoxyphenyl)-1,5-naphthyridine-3-carboxylic acid ethyl ester